C1(CC1)C1=NC=NC(=C1C1=NC=C(C(=N1)O[C@@H](C)C1=CC=C(C=C1)C=1N(C=C(N1)C(F)(F)F)C)OC)OC (S)-4'-cyclopropyl-5,6'-dimethoxy-4-(1-(4-(1-methyl-4-(trifluoromethyl)-1H-imidazol-2-yl)phenyl)ethoxy)-2,5'-bipyrimidine